FC(C(=O)O)CC1=CC(=CC=C1)C(C)(O)C1=CN=C(N1)C1=C(C=CC(=C1)OC=1C(=C2C=CNC2=CC1F)C)F 2-fluoro-3-(3-(1-(2-(2-fluoro-5-((6-fluoro-4-methyl-1H-indol-5-yl)oxy)phenyl)-1H-imidazol-5-yl)-1-hydroxyethyl)phenyl)propanoic acid